C(C)(C)C=1C(=NNC1C=1C=C(C=2N(C1)N=CN2)C)C=2C=CC(=NC2)CNC 1-(5-(4-isopropyl-5-(8-methyl-[1,2,4]triazolo[1,5-a]pyridin-6-yl)-1H-pyrazol-3-yl)pyridin-2-yl)-N-methyl-methylamine